O.Cl.Cl.N[C@H](C)[C@@H]1CC[C@H](CC1)C(=O)NC1=CC=NC=C1 (R)-(+)-trans-4-(1-aminoethyl)-N-(4-pyridinyl)cyclohexanecarboxamide dihydrochloride monohydrate